2-[(2-aminopyridin-4-yl)(hydroxy)methyl]-3,4-dichlorophenol NC1=NC=CC(=C1)C(C1=C(C=CC(=C1Cl)Cl)O)O